N-hydroxy-2-(4-((7-methoxypyrido[2,3-d]pyrimidin-4-yl)amino)phenyl)acetamide ONC(CC1=CC=C(C=C1)NC=1C2=C(N=CN1)N=C(C=C2)OC)=O